(N-2-aminoethyl)-3-aminopropyl-methyldimethoxysilane NCCNCCC[Si](OC)(OC)C